(2R,3S,4R,5R)-5-cyano-2-((2-cyclohexylacetoxy)methyl)-4-hydroxy-5-(4-((R)-2-methylbutanamido)pyrrolo[2,1-f][1,2,4]triazin-7-yl)tetrahydrofuran-3-yl L-valinate N[C@@H](C(C)C)C(=O)O[C@@H]1[C@H](O[C@]([C@@H]1O)(C1=CC=C2C(=NC=NN21)NC([C@@H](CC)C)=O)C#N)COC(CC2CCCCC2)=O